C(C)C(CCCN)CCCCN 4-ethyl-1,8-octanediamine